4-chloro-6-(4-methanesulfonylphenyl)furo[3,2-d]pyrimidine ClC=1C2=C(N=CN1)C=C(O2)C2=CC=C(C=C2)S(=O)(=O)C